5-(1-benzyl-6-morpholino-1H-benzo[d]imidazol-2-yl)-3-methylbenzo[d]isoxazole C(C1=CC=CC=C1)N1C(=NC2=C1C=C(C=C2)N2CCOCC2)C=2C=CC1=C(C(=NO1)C)C2